3-azabicyclo[3.2.1]octan-1-ylmethanol C12(CNCC(CC1)C2)CO